[N+](=O)([O-])C1=C(C=CC=C1)CC1N(CCC(C1)O)C(=O)O (2-nitrophenyl)methyl-4-hydroxypiperidine-1-carboxylic acid